FC=1C=C2C(C(NC2=CC1)=O)=CC1=C(C(=CN1)C(=O)N)C 5-[(5-fluoro-2-oxo-indol-3-ylidene)methyl]-4-methyl-1H-pyrrole-3-carboxamide